COC([C@H]([C@H](O)C1=C(C=CC=C1)[N+](=O)[O-])O)=O (2S,3R)-methyl-3-(2-nitrophenyl)-2,3-dihydroxypropanoate